1-(4-(Naphthalen-2-ylmethoxy)benzyl)-1H-tetrazole C1=C(C=CC2=CC=CC=C12)COC1=CC=C(CN2N=NN=C2)C=C1